thieno[2,3-d]oxepine S1C=CC2=C1C=COC=C2